(2S,3R,4R)-4-((S)-2-amino-2-(2,3-dihydro-1H-inden-2-yl)acetamido)-3-(3-boronopropyl)pyrrolidine-2-carboxylic acid N[C@H](C(=O)N[C@@H]1[C@H]([C@H](NC1)C(=O)O)CCCB(O)O)C1CC2=CC=CC=C2C1